linoleic acid behenyl ester C(CCCCCCCCCCCCCCCCCCCCC)OC(CCCCCCC\C=C/C\C=C/CCCCC)=O